N-(2-fluoro-4-((5-(4-hydroxyphenyl)-1H-pyrazol-3-yl)amino)-5-methylphenyl)methanesulfonamide FC1=C(C=C(C(=C1)NC1=NNC(=C1)C1=CC=C(C=C1)O)C)NS(=O)(=O)C